C(C1=CC=CC=C1)OC(=O)N[C@H](C(=O)OC)COC(C)C methyl (2S)-2-(benzyloxycarbonylamino)-3-isopropoxypropionate